isononyl monobenzoate C(C1=CC=CC=C1)(=O)OCCCCCCC(C)C